selenium lysine N[C@@H](CCCCN)C(=O)O.[Se]